N1C(=CC=C1)C=1C(=NC=CC1)C(F)(F)F (1H-pyrrol-2-yl)-2-(trifluoromethyl)pyridine